(2-(Benzyloxy)-4,6-dihydroxyphenyl)(8-(methyl-(tetrahydrofuran-3-yl)amino)-3,4-dihydroisoquinolin-2(1H)-yl)methanone C(C1=CC=CC=C1)OC1=C(C(=CC(=C1)O)O)C(=O)N1CC2=C(C=CC=C2CC1)N(C1COCC1)C